FC(C=1C=NC(=NC1)N1CC2N(C(C1)C2)CC(=O)O)(F)F 2-(3-(5-(trifluoromethyl)pyrimidin-2-yl)-3,6-diazabicyclo(3.1.1)heptan-6-yl)acetic Acid